S1C=NC(=C1)C(C)(C#C)O 2-thiaAzol-4-yl-but-3-yn-2-ol